(R)-1-(3-(difluoromethyl)-2-methylphenyl)ethane-1-amine FC(C=1C(=C(C=CC1)[C@@H](C)N)C)F